4-((2,4-dichloro-5-methoxyphenyl)amino)-6-methoxy-7-(3-(piperazine-1-yl)propoxy)quinoline-3-carbonitrile ClC1=C(C=C(C(=C1)Cl)OC)NC1=C(C=NC2=CC(=C(C=C12)OC)OCCCN1CCNCC1)C#N